2,2,6,6-tetramethyl-3,5-heptanedione CC(C)(C(CC(C(C)(C)C)=O)=O)C